(S*)-6-(Cyclopropanecarboxamido)-4-((1-(2-methoxyethyl)-4-oxo-5-(1,1,1-trifluoropropan-2-yl)-4,5-dihydro-1H-pyrrolo[3,2-c]pyridin-3-yl)amino)-N-(methyl-d3)nicotinamide C1(CC1)C(=O)NC1=NC=C(C(=O)NC([2H])([2H])[2H])C(=C1)NC1=CN(C2=C1C(N(C=C2)[C@H](C(F)(F)F)C)=O)CCOC |o1:29|